C(#N)C=1C=CC(=NC1)C1(CCN(CC1)C(=O)C=1C(=CC(=C(C1)NC(C1=CN=C(C=C1)N1CCOCC1)=O)C)C)F N-(5-(4-(5-cyanopyridin-2-yl)-4-fluoropiperidine-1-carbonyl)-2,4-dimethylphenyl)-6-morpholino-nicotinamide